NS1C=CC2=C1N=C(N2)CCOC 4-amino-2-(2-methoxyethyl)-1H-imidazo[4,5-d]thiophene